FC=1C=C(C=CC1)C1=NN(C(=C1)C1[C@H]2CC(C[C@@H]12)C1OCCCNC1)C(C)C ((1r,3r,5s,6r)-6-(3-(3-fluorophenyl)-1-isopropyl-1H-pyrazol-5-yl)bicyclo[3.1.0]hexane-3-yl)-1,4-oxaazepane